1-[4-(3-{[4-(trifluoromethyl)phenyl]amino}pyrazin-2-yl)piperidin-1-yl]prop-2-en-1-one FC(C1=CC=C(C=C1)NC=1C(=NC=CN1)C1CCN(CC1)C(C=C)=O)(F)F